C(CCCC1=NN=C(S1)C(=O)NCC1=NC(=CC=C1)F)C1=NN=C(S1)C(=O)NCC1=NC(=CC=C1)F 5,5'-(butane-1,4-diyl)bis(N-((6-fluoropyridin-2-yl)methyl)-1,3,4-thiadiazole-2-carboxamide)